FC=1C=C2C(C(NC2=CC1)([2H])[2H])(O)C(F)(F)F 5-Fluoro-3-(trifluoromethyl)indole-2,2-d2-3-ol